N1=C(C=CC=C1)C1=CC=C(CC2=NOC(=C2)C=2C(=NC=CC2)N)C=C1 3-(3-(4-(pyridin-2-yl)benzyl)isoxazol-5-yl)pyridin-2-amine